NC=1N=C(SC1C(=O)C1=CC=NC=C1)N(C1=CC(=C(C=C1)OC(F)(F)F)F)C(C(=O)N)C [N-[4-Amino-5-(pyridin-4-carbonyl)thiazol-2-yl]-3-fluoro-4-(trifluoromethoxy)anilino]propanamid